CCC(CO)(CO)CO ethyl-2-(hydroxymethyl)-1,3-propanediol